4-Bromo-3-chloro-2-({[(2R)-piperazin-2-yl]methyl}amino)benzoic acid BrC1=C(C(=C(C(=O)O)C=C1)NC[C@@H]1NCCNC1)Cl